1-hydroxyethyl-7-pentyl-3-methylxanthine OC(C)C1=NC=2N(C(NC(C2N1CCCCC)=O)=O)C